BrCC=1C=CC(=NC1)C(O)C1=CC=C(C=C1)OC (5-(bromomethyl)pyridin-2-yl)(4-methoxyphenyl)methanol